Oxyl oxide OOO